NC1CN(CC1C(F)(F)F)C1=NC(=NC2=CC=C(C=C12)C)N1CCS(C2=C(C1)C=CC=C2)(=NC2CC2)=O 4-(4-(3-amino-4-(trifluoromethyl)pyrrolidin-1-yl)-6-methylquinazolin-2-yl)-1-(cyclopropylimino)-2,3,4,5-tetrahydro-benzo[f][1,4]thiazepine-1-Oxide